C(OCC1=CC=C(C=C1)OC(F)(F)F)(=O)Cl 4-(trifluoromethoxy)benzyl carbonochloridate